1-iodo-4-nitro-benzene IC1=CC=C(C=C1)[N+](=O)[O-]